5-(3,4-dimethylbenzyl)-3-{3-methyl-6-[3-(trifluoromethyl)phenoxy]-1,2,4-triazin-5-yl}-5,6-dihydro-4H-1,2,4-oxadiazine CC=1C=C(CC2NC(=NOC2)C=2N=C(N=NC2OC2=CC(=CC=C2)C(F)(F)F)C)C=CC1C